C1(=CC=CC=C1)N1C(N(C2=C1C=CC=C2)C2=CC=CC=C2)=O 1,3-dihydro-1,3-diphenyl-2H-benzimidazol-2-one